N4,N4'-bis(naphthalen-1-yl)-N4,N4'-bis(4-vinyl-phenyl)biphenyl-4,4'-diamine C1(=CC=CC2=CC=CC=C12)N(C1=CC=C(C=C1)C1=CC=C(C=C1)N(C1=CC=C(C=C1)C=C)C1=CC=CC2=CC=CC=C12)C1=CC=C(C=C1)C=C